C[C@@H]1N(C[C@H](NC1)C)C=1N=NC(=CN1)C1=C(C=C(C=C1)C=1C=NNC1)O 2-{3-[(2S,5R)-2,5-dimethylpiperazin-1-yl]-1,2,4-triazin-6-yl}-5-(1H-pyrazol-4-yl)phenol